P(O)(O)OC(C(COP(O)O)(COP(O)O)COP(O)O)(CCCCCCCCCCCCC)C1=CC=CC=C1 phenyl-tridecyl-pentaerythritol tetraphosphite